2'-(4-(2,4-dimethylpyrimidine-5-carbonyl)morpholin-2-yl)-N,6'-dimethyl-[3,4'-bipyridine]-6-carboxamide CC1=NC=C(C(=N1)C)C(=O)N1CC(OCC1)C1=NC(=CC(=C1)C=1C=NC(=CC1)C(=O)NC)C